N1(N=CC2=CC=CC=C12)C(=O)OC(C)(C)C Tert-butyl indazole-1-carboxylate